FC1=C(C(=C(C(=C1[B-](C1=C(C(=C(C(=C1F)F)F)F)F)(C1=C(C(=C(C(=C1F)F)F)F)F)C1=C(C(=C(C(=C1F)F)F)F)F)F)F)F)F.C[NH+](C)C1=C(C=C(C=C1C)C)C N,N-dimethyl(2,4,6-trimethylphenylammonium) tetrakis(pentafluorophenyl)borate